O=S1(N(CCC1)C1CCC(CC1)NC=1N=CC2=C(N1)N(C(C(=C2)I)=O)[C@H]2[C@](CCC2)(C)O)=O 2-(((1R,4R)-4-(1,1-dioxoisothiazolidin-2-yl)cyclohexyl)amino)-8-((1R,2R)-2-hydroxy-2-methylcyclopentyl)-6-iodopyrido[2,3-d]pyrimidin-7(8H)-one